(+/-)-trans-methyl 3-((6-(benzofuran-2-yl)-2-(5-fluoro-1-tosyl-1H-pyrrolo[2,3-b]pyridine-3-yl)pyrimidin-4-yl)amino)bicyclo[2.2.2]octane-2-carboxylate O1C(=CC2=C1C=CC=C2)C2=CC(=NC(=N2)C2=CN(C1=NC=C(C=C12)F)S(=O)(=O)C1=CC=C(C)C=C1)NC1C(C2CCC1CC2)C(=O)OC